ethyl 2-(6-bromo-4-chloro-7-(difluoromethyl)-2H-indazol-2-yl)acetate BrC=1C=C(C2=CN(N=C2C1C(F)F)CC(=O)OCC)Cl